FC=1C(=NC(=NC1)NC=1C=NN(C1)C1COC1)OCC1CCC(CC1)O (1R,4R)-4-(((5-fluoro-2-((1-(oxetan-3-yl)-1H-pyrazol-4-yl)amino)pyrimidin-4-yl)oxy)methyl)cyclohexan-1-ol